C1(CC1)CN1C(=NC=2C1=C1C(=NC2)N(C=C1)S(=O)(=O)C1=CC=C(C)C=C1)C1=CC=C(O1)CO (5-(1-(cyclopropylmethyl)-6-tosyl-1,6-dihydroimidazo[4,5-d]pyrrolo[2,3-b]pyridin-2-yl)furan-2-yl)methanol